C1(CC1)[C@@H]1CN([C@H](CO1)C1=CC=C(C=C1)N1C(=CC2=C1N=CN=C2Cl)Cl)C(=O)OC(C)(C)C |r| rac-tert-Butyl (2R,5S)-2-cyclopropyl-5-(4-(4,6-dichloro-7H-pyrrolo[2,3-d]pyrimidin-7-yl)phenyl)morpholine-4-carboxylate